NC=1C2=C(N=CN1)SC(=N2)C=2C=C(C=CC2C)C#C[C@@]2(CCC=1C2=NC=CC1)O (R)-7-[2-[3-(7-aminothiazolo[5,4-d]pyrimidin-2-yl)-4-methyl-phenyl]ethynyl]-5,6-dihydro-cyclopenta[b]pyridin-7-ol